C(C=C)OC(NCC1=NC=CC=C1CO)=O [3-(hydroxymethyl)pyridin-2-yl]methylcarbamic acid prop-2-en-1-yl ester